CN1N=NC(=C1NC(O[C@H](C)C=1C(=NC=CC1)Cl)=O)C1=NC=C(C=C1)NC(=O)C1CC(C1)NCC(F)(F)F (R)-1-(2-chloropyridin-3-yl)ethyl (1-methyl-4-(5-((1r,3R)-3-((2,2,2-trifluoroethyl) amino)cyclobutane-1-carboxamido)pyridin-2-yl)-1H-1,2,3-triazol-5-yl)carbamate